2,3,5,6-tetrafluoro-4-methoxybenzoic acid zinc [Zn].FC1=C(C(=O)O)C(=C(C(=C1F)OC)F)F